COC(=O)C1=CC=C(C=C1)C1CN(CCC1=O)C(=O)OC(C)(C)C tert-butyl 3-(4-(methoxycarbonyl) phenyl)-4-oxopiperidine-1-carboxylate